C(\C=C\C)(=O)O (2E)-but-2-enoic acid